N-[5-[[2-bromo-6-chloro-4-[2,2,2-trifluoro-1-hydroxy-1-trifluoromethylethyl]phenyl]carbamoyl]-2-cyanophenyl]-4-cyano-2-methylbenzamide BrC1=C(C(=CC(=C1)C(C(F)(F)F)(C(F)(F)F)O)Cl)NC(=O)C=1C=CC(=C(C1)NC(C1=C(C=C(C=C1)C#N)C)=O)C#N